2-acetyl-10-(5-chloro-3-fluoropyridin-2-yl)-7-(4-chlorobenzyl)-2,7,10-triazadispiro[3.1.56.14]-dodecane-8,11-dione C(C)(=O)N1CC2(C1)CC1(N(C(CN(C1=O)C1=NC=C(C=C1F)Cl)=O)CC1=CC=C(C=C1)Cl)C2